3-(6-(4-((1-(2-(6,6-dimethyl-4,5,6,7-tetrahydro-1H-indazol-3-yl)-1H-indole-6-carbonyl)piperidin-4-yl)methyl)piperazin-1-yl)pyridin-3-yl)piperidine-2,6-dione CC1(CCC=2C(=NNC2C1)C=1NC2=CC(=CC=C2C1)C(=O)N1CCC(CC1)CN1CCN(CC1)C1=CC=C(C=N1)C1C(NC(CC1)=O)=O)C